8-chloroimidazo[1,2-a]Pyridine-2-carboxamide ClC=1C=2N(C=CC1)C=C(N2)C(=O)N